Isopropyl 2-((((4aR,6R,7aR)-6-(4-amino-2-oxopyrimidin-1(2H)-yl)-7,7-difluoro-2-oxidotetrahydro-4H-furo[3,2-d][1,3,2]dioxaphosphinin-2-yl)oxy)methyl)benzoate NC1=NC(N(C=C1)[C@H]1C([C@@H]2OP(OC[C@H]2O1)(=O)OCC1=C(C(=O)OC(C)C)C=CC=C1)(F)F)=O